C[C@@]12C(CC[C@H]1[C@@H]1CCC3NCC=C[C@]3(C)[C@H]1CC2)C(=O)N 4-azaandrost-1-ene-17-carboxamide